(3-(2-amino-1-(4-(pyrimidin-5-yl)phenyl)ethyl)-1,2,3-oxadiazol-3-ium-5-yl)((3-(trifluoromethyl)phenyl)carbamoyl)amide formate C(=O)O.NCC(C1=CC=C(C=C1)C=1C=NC=NC1)[N+]1=NOC(=C1)[N-]C(NC1=CC(=CC=C1)C(F)(F)F)=O